The molecule is an monoalkyl phosphate compound having an O-3-(indol-3-yl)propyl substituent. It is a monoalkyl phosphate and a member of indoles. C1=CC=C2C(=C1)C(=CN2)CCCOP(=O)(O)O